2-[6-(5-chloro-2-{[(1S,2S)-2-hydroxycyclohexyl]-amino}pyrimidin-4-yl)-1-oxo-2,3-dihydro-1H-isoindol-2-yl]-N-[(1S)-2-hydroxy-1-(3-methoxyphenyl)ethyl]-acetamide ClC=1C(=NC(=NC1)N[C@@H]1[C@H](CCCC1)O)C1=CC=C2CN(C(C2=C1)=O)CC(=O)N[C@H](CO)C1=CC(=CC=C1)OC